(S)-1-((S)-1-(2-((S)-Amino(4,4-difluorocyclohexyl)methyl)benzo[d]-oxazol-5-yl)-2-((tert-butyldimethylsilyl)oxy)ethyl)-4-(trifluoromethyl)imidazolidin-2-one N[C@H](C=1OC2=C(N1)C=C(C=C2)[C@@H](CO[Si](C)(C)C(C)(C)C)N2C(N[C@@H](C2)C(F)(F)F)=O)C2CCC(CC2)(F)F